FC=1C(=C(C=CC1)C=1N=NN(C1)[C@@H]1[C@H]([C@@H](O[C@H]2[C@@H]1OC(OC2)(C)C)C(=O)O)OC)C (4aR,6R,7R,8R,8aR)-8-(4-(3-fluoro-2-methylphenyl)-1H-1,2,3-triazol-1-yl)-7-methoxy-2,2-dimethylhexahydropyrano[3,2-d][1,3]dioxine-6-carboxylic acid